bisphenol A cresyl-phosphate C1(=CC=C(C=C1)C)OP(=O)(O)O.OC1=CC=C(C=C1)C(C)(C)C1=CC=C(C=C1)O